C(C)(C)(C)OC(=O)N1C[C@@H](N(CC1)C[B-](F)(F)F)C.[K+] potassium (S)-((4-(tert-butoxycarbonyl)-2-methylpiperazin-1-yl)methyl)trifluoroborate